FC1(CCC(CC1)NC(C(=O)C1=C(C(=C(N1C)C)C(=O)NC1=CC(=C(C=C1)F)C)C)=O)F 5-(2-((4,4-difluorocyclohexyl)amino)-2-oxoacetyl)-N-(4-fluoro-3-methylphenyl)-1,2,4-trimethyl-1H-pyrrole-3-carboxamide